8-fluoro-1-octanol FCCCCCCCCO